(S)-6-{2-Amino-2-[2-(benzo[d]isoxazol-3-yl)phenyl]ethyl}-N-(2-methoxyethyl)pyridin-2-amine hydrochloride Cl.N[C@@H](CC1=CC=CC(=N1)NCCOC)C1=C(C=CC=C1)C1=NOC2=C1C=CC=C2